(2S)-2-(5-Chloropyridin-2-yl)-10-methyl-2,3,7,10-tetrahydro-[1,4]dioxino[2,3-H]isoquinoline-9(8H)-carboxylic acid tert-butyl ester C(C)(C)(C)OC(=O)N1C(C=2C3=C(C=CC2CC1)OC[C@@H](O3)C3=NC=C(C=C3)Cl)C